FC(C(=O)O)(F)F.CC1CC(CCC1)C(=O)O 3-methylcyclohexane-1-carboxylic acid trifluoroacetate salt